aminopentacene C1=CC=C2C=C3C=C4C=C5C(=CC4=CC3=CC2=C1)C=CC=C5N